thiothionic acid S(=S)O